(E)-3-(2-hydroxy-3-methoxyphenyl)-N-(4-hydroxy-phenyl)acrylic amide OC1=C(C=CC=C1OC)/C=C/C(=O)NC1=CC=C(C=C1)O